O=C1C(CCCC1)CCC(=O)O oxocyclohexanepropanoic acid